1,5-dimethylpyrazole-3-carbonyl chloride CN1N=C(C=C1C)C(=O)Cl